C12(C(CC(CC1)C2(C)C)N2C(C=1C(C2=O)=C(C(=CC1)F)F)=O)C N-bornyl-difluorophthalimide